C(C)C1=C(C=2N(C3=CC=C(C=C3SC2C=C1C(=O)O)C(=O)O)C1=CC=C(C=C1)C(=O)OCC)CC diethyl-10-(4-(carbethoxy)phenyl)10H-phenothiazine-3,7-dicarboxylic acid